Propyldifluoroacetat C(CC)OC(C(F)F)=O